2,4-diaminophenoxyethanolamine hydrochloride Cl.NC1=C(OC(O)CN)C=CC(=C1)N